[Cl-].[Cl-].O(C)P methoxyl-phosphine dichloride